CNC(=O)C1CN(CC1)C1=NC(=NC=C1)C1=CN=C2N1C=C(N=C2)C(F)(F)F n-methyl-1-(2-(6-(trifluoromethyl)imidazo[1,2-a]pyrazin-3-yl)pyrimidin-4-yl)pyrrolidine-3-carboxamide